ethyl 2-(3-benzyloxyisoxazol-5-yl)-3-methyl-butanoate C(C1=CC=CC=C1)OC1=NOC(=C1)C(C(=O)OCC)C(C)C